5-amino-6,7-dihydro-5H-cyclopenta[b]pyridine-5-carboxylic acid NC1(CCC2=NC=CC=C21)C(=O)O